COC(C(OC(C(OC(C(OC(C(C(F)(F)F)(F)F)(F)F)(C(F)(F)F)F)(F)F)(C(F)(F)F)F)(F)F)(C(F)(F)F)F)=O perfluoro-2,5,8-trimethyl-3,6,9-trioxadodecanoic acid methyl ester